O=C1NC(CCC1N1C(C2=CC=CC(=C2C1)N(C1CCC(CC1)NC(OC(C)(C)C)=O)CCCCC)=O)=O tert-butyl ((1S,4S)-4-((2-(2,6-dioxopiperidin-3-yl)-1-oxoisoindolin-4-yl)(pentyl)amino)cyclohexyl)carbamate